FC(OC1=CC(=NN1)NC1=NC(=CN=C1)[C@@H]1CNCCC1)F (S)-N-(5-(difluoromethoxy)-1H-pyrazol-3-yl)-6-(piperidin-3-yl)pyrazin-2-amine